C(C1=CC=CC=C1)[N+](C)(C)C Benzyltrimethylazanium